NC=1SC2=C(N1)C=CC(=C2)C2=NC(=C(C(=O)NCC1=C(C(=CC(=C1)F)F)OCC(C)C)C=C2)OC (2-aminobenzo[d]Thiazol-6-yl)-N-(3,5-difluoro-2-isobutoxybenzyl)-2-methoxynicotinamide